FC1(CN(CC1)C(=O)[C@H]1CCC2=NN(C(N21)=O)CC=2C=NC(=CC2)C(F)(F)F)F |r| (5RS)-5-[(3,3-Difluoropyrrolidin-1-yl)carbonyl]-2-{[6-(trifluoromethyl)pyridin-3-yl]methyl}-2,5,6,7-tetrahydro-3H-pyrrolo[2,1-c][1,2,4]triazol-3-one